C1(=CC=CC=C1)N1C2=CC=CC=C2C=2C=C(C=CC12)C=1C(N(C(C1C=1C=CC=2N(C3=CC=CC=C3C2C1)C1=CC=CC=C1)=O)N1C(C2=CC=CC=C2C(N1)=O)=O)=O (3,4-bis(9-phenyl-9H-carbazol-3-yl)-2,5-dioxo-2,5-dihydro-1H-pyrrol-1-yl)-2,3-dihydro-phthalazine-1,4-dione